FC1=C(C=CC(=C1C(=O)C1=CNC2=NC=C(C=C21)C2=CC=C(C=C2)N2CCC(CC2)C=O)F)NS(=O)(=O)CC(C)C N-[2,4-difluoro-3-[5-[4-(4-formyl-1-piperidyl)phenyl]-1H-pyrrolo[2,3-b]pyridine-3-carbonyl]phenyl]-2-methyl-propane-1-sulfonamide